5-(2-chloro-3-fluorophenyl)-3-(((5-methyloxazol-2-yl)methyl)amino)-4H-benzo[e][1,2,4]thiadiazine 1,1-dioxide ClC1=C(C=CC=C1F)C1=CC=CC2=C1NC(=NS2(=O)=O)NCC=2OC(=CN2)C